7-bromo-2-((1S,2S)-2-(3-chlorophenyl)cyclopropyl)-1-(4-methoxybenzyl)quinazolin-4(1H)-one BrC1=CC=C2C(N=C(N(C2=C1)CC1=CC=C(C=C1)OC)[C@@H]1[C@H](C1)C1=CC(=CC=C1)Cl)=O